4-fluoro-1-{2-[5-(trifluoromethyl)-1,3,4-oxadiazol-2-yl]acetyl}pyrrolidine-2-carboxamide FC1CC(N(C1)C(CC=1OC(=NN1)C(F)(F)F)=O)C(=O)N